N[C@@H](C(C)C)C(=O)O Valinic acid